(2R)-1-(2,3-dihydroxypropoxy)-3-(1-methyl-1H-indol-3-yl)-1-oxopropan-2-aminium methanesulfonate CS(=O)(=O)[O-].OC(COC([C@@H](CC1=CN(C2=CC=CC=C12)C)[NH3+])=O)CO